C(#N)C1=CC(=NC=C1)N1C=C(C2=C1N=CN=C2N2[C@H](CN(CC2)C(=O)[O-])C)N2CCOCC2 (S)-4-(7-(4-cyanopyridin-2-yl)-5-morpholino-7H-pyrrolo[2,3-d]pyrimidin-4-yl)-3-methylpiperazine-1-carboxylate